BrC1=CC(=C(C=C1F)C=1N=C2N(C=CC(=C2)Cl)C1C[C@H]1CN(CCO1)C(=O)OC(C)(C)C)Cl tert-butyl (S)-2-((2-(4-bromo-2-chloro-5-fluorophenyl)-7-chloroimidazo[1,2-a]pyridin-3-yl)methyl)morpholine-4-carboxylate